5-(dimethylaminosilyl)-2,2,4,4,6,6-hexamethyl-1,3-dioxa-5-aza-2,4,6-trisilacyclohexane CN(C)[SiH2]N1[Si](O[Si](O[Si]1(C)C)(C)C)(C)C